C(C)(C)N(C(=O)C1=C(OC2=C(N=CN=N2)N2C[C@@H](CC2)CN2CCC3(CC2)CCC(CC3)NC(=O)C3=CN=CO3)C=CC(=C1)F)C(C)C (S)-N-(3-((1-(6-(2-(diisopropylcarbamoyl)-4-fluorophenoxy)-1,2,4-triazine-5-yl)pyrrolidin-3-yl)methyl)-3-azaspiro[5.5]undecane-9-yl)oxazole-5-carboxamide